(R)-1-(5-((hexahydropyrazino[2,1-c][1,4]oxazin-8(1H)-yl)methyl)benzo[d]isoxazol-3-yl)dihydropyrimidine-2,4(1H,3H)-dione C1OCCN2[C@@H]1CN(CC2)CC=2C=CC1=C(C(=NO1)N1C(NC(CC1)=O)=O)C2